FC(C(=O)O)(F)F.FC1(CN(CCC1N1CCN(CC1)C1=C(C=C(NN2C(CCCC2=O)=O)C=C1)F)CC1=NC=C(C=C1OC)C1=CN(C(C(=C1C)C)=O)C)F [4-[4-[3,3-difluoro-1-[[3-methoxy-5-(1,4,5-trimethyl-6-oxo-3-pyridyl)-2-pyridyl]methyl]-4-piperidyl]piperazin-1-yl]-3-fluoro-anilino]piperidine-2,6-dione trifluoroacetate